The molecule is a tetrachlorophenol in which the chlorines are located at positions 2, 3, 4, and 5. It has a role as a xenobiotic metabolite. C1=C(C(=C(C(=C1Cl)Cl)Cl)Cl)O